Cl.N(=[N+]=[N-])C1CC(C1)N (1s,3s)-3-azidocyclobutan-1-amine hydrochloride